FC1=C(C=CC=C1)NC1=CC(=CC(=N1)C(=O)N1CC2=CC=CC=C2C1)N (6-(2-fluorophenylamino)-4-aminopyridin-2-yl)(isoindolin-2-yl)methanone